(S)-3-(5-(((S)-1-((5-Fluoro-2-(tetrahydro-2H-pyran-4-yl)quinolin-6-yl)methyl)pyrrolidin-3-yl)oxy)-1-oxoisoindolin-2-yl)piperidine-2,6-dione FC1=C2C=CC(=NC2=CC=C1CN1C[C@H](CC1)OC=1C=C2CN(C(C2=CC1)=O)[C@@H]1C(NC(CC1)=O)=O)C1CCOCC1